COC1=CC=C(CN2N=C(C(=CC2=O)C2=CC=NN2C)C#N)C=C1 1-(4-methoxybenzyl)-4-(1-methyl-1H-pyrazol-5-yl)-6-oxo-1,6-dihydropyridazine-3-carbonitrile